6-[1-Acryloyl-3-(3-chloro-2-tolyl)-3-azetidinylamino]-1-[methyl-d3]-3,3-dimethyl-2-indolinone C(C=C)(=O)N1CC(C1)(C1=C(C=CC=C1Cl)C)NC1=CC=C2C(C(N(C2=C1)C([2H])([2H])[2H])=O)(C)C